CSC=1N=CC2=C(N1)N(C(C=C2)=O)C2C1(CC1)CCC2 2-(methylthio)-8-(spiro[2.4]heptan-4-yl)pyrido-[2,3-d]pyrimidin-7(8H)-one